methyl 1-methylpyrrolidine-2-carboxylate CN1C(CCC1)C(=O)OC